5-Fluoro-1-((4aR,6R,7aS)-2-(2,4-difluorophenethoxy)-2-oxidotetrahydro-4H-furo[3,2-d][1,3,2]dioxaphosphinin-6-yl)pyrimidine-2,4(1H,3H)-dione FC=1C(NC(N(C1)[C@H]1C[C@@H]2OP(OC[C@H]2O1)(=O)OCCC1=C(C=C(C=C1)F)F)=O)=O